BrC=1C=C2C(=NC(=NC2=CC1)C)N[C@H](C)C=1C(=C(C#N)C=CC1)C (R)-3-(1-((6-bromo-2-methylquinazolin-4-yl)amino)ethyl)-2-methylbenzonitrile